1-(6-Chloroisoquinolin-8-yl)-N,N-dimethylmethanamine ClC=1C=C2C=CN=CC2=C(C1)CN(C)C